O=C1NC(CCC1N1C(C2=CC=CC(=C2C1=O)NCC(=O)N1CCC(CC1)C(=O)O)=O)=O 1-[2-[[2-(2,6-dioxo-3-piperidyl)-1,3-dioxo-isoindolin-4-yl]amino]acetyl]piperidine-4-carboxylic acid